C(C)(C)(C)OC(=O)N1C(CCC=C1)C1=C(C=C(C=C1)C(F)(F)F)CO (2-(hydroxymethyl)-4-(trifluoromethyl)phenyl)-3,4-dihydropyridine-1(2H)-carboxylic acid tert-butyl ester